[(biphenylyl)dibenzofuranyl][phenyl(biphenyl-yl)triazinyl]biphenyl C1(=C(C=CC=C1)C1=C(C2=C(OC3=C2C=CC=C3)C=C1)C=1C(=C(C=CC1)C1=CC=CC=C1)C1=NN=NC(=C1C1=C(C=CC=C1)C1=CC=CC=C1)C1=CC=CC=C1)C1=CC=CC=C1